(S)-2-amino-3-methyl-butanoic acid (2r,3r,11br)-3-isobutyl-9,10-dimethoxy-1,3,4,6,7,11b-hexahydro-2H-pyrido[2,1-a]isoquinolin-2-yl ester tosylate salt S(=O)(=O)(O)C1=CC=C(C)C=C1.C(C(C)C)[C@H]1[C@@H](C[C@H]2N(CCC3=CC(=C(C=C23)OC)OC)C1)OC([C@H](C(C)C)N)=O